CC(CCCCCCC)C(=O)O Nonane-2-carboxylic acid